C(C1=CC=CC=C1)C=1C(=NC2=CC=C(C=C2C1)N(CC1=CC=CC=C1)CC1=CC=CC=C1)OC 3-benzyl-6-(N,N-dibenzylamino)-2-methoxy-quinoline